FC1=CC(=C(C=C1)CN1N=NC=2CN(CCC21)C(=O)OC(C)(C)C)C(C(F)(F)F)OS(=O)(=O)C Tert-Butyl 1-([4-fluoro-2-[2,2,2-trifluoro-1-(methanesulfonyloxy)ethyl]phenyl]methyl)-1H,4H,5H,6H,7H-[1,2,3]triazolo[4,5-c]pyridine-5-carboxylate